2-hydroxy-N-(4-nitrophenylethyl)propanamide OC(C(=O)NCCC1=CC=C(C=C1)[N+](=O)[O-])C